(4S,7S,11aS)-7-((tert-butoxycarbonyl)amino)-6-oxodecahydro-2H-pyrido[1,2-a]azocine-4-carboxylic acid C(C)(C)(C)OC(=O)N[C@H]1CCCC[C@@H]2N(C1=O)[C@@H](CCC2)C(=O)O